ClC1=CC=C(NC=2C=C(C=CC2C)NC(C=C)=O)C=C1 N-[3-(4-chloroanilino)-4-methyl-phenyl]prop-2-enamide